3-(7-isopropenyl-2-phenyl-1H-indol-3-yl)propionic acid C(=C)(C)C=1C=CC=C2C(=C(NC12)C1=CC=CC=C1)CCC(=O)O